BrC1=NC(=CC=C1[N+](=O)[O-])Br 2,6-Dibromo-3-nitropyridine